(±)-ethane-1,2-diyl bis(2-((4-oxooctan-2-yl)thio)acetate) O=C(CC(C)SCC(=O)OCCOC(CSC(C)CC(CCCC)=O)=O)CCCC